COC(C1=CC(=CC=C1)C1CC(C1)(O)C1=NC=C(N=C1)OCC=1C(=NOC1C1=CC=CC=C1)C1=C(C=CC=C1Cl)Cl)=O 3-(3-(5-((3-(2,6-dichlorophenyl)-5-phenylisoxazole-4-yl)methoxy)pyrazin-2-yl)-3-hydroxycyclobutyl)benzoic acid methyl ester